COC1=C(C(=O)[O-])C=CC=C1.[NH+]1=CC=CC=C1 pyridinium (2-methoxybenzoate)